benzyl (1S,3S,5R)-5-((3-azidopropoxy)methyl)-2-((9,9-difluoro-9H-fluorene-3-carbonyl)glycyl)-2-azabicyclo[3.1.0]hexane-3-carboxylate N(=[N+]=[N-])CCCOC[C@@]12C[C@H](N([C@H]2C1)C(CNC(=O)C=1C=CC=2C(C3=CC=CC=C3C2C1)(F)F)=O)C(=O)OCC1=CC=CC=C1